ClC=1C(=C(C=CC1OC[C@H]1COCC1)NC=1C2=C(N=CN1)C=CC(=N2)N2CC1(CCN1)C2)F (R)-N-(3-chloro-2-fluoro-4-((tetrahydrofuran-3-yl)methoxy)phenyl)-6-(1,6-diazaspiro[3.3]heptan-6-yl)pyrido[3,2-d]pyrimidin-4-amine